3-((3-(tert-butoxycarbonyl)phenyl)amino)tetrahydrothiophene-3-carboxylic acid 1,1-dioxide C(C)(C)(C)OC(=O)C=1C=C(C=CC1)NC1(CS(CC1)(=O)=O)C(=O)O